methyl 5-(4-(4-(2-amino-4-(trifluoromethyl) pyrimidin-5-yl)-6-morpholino-1,3,5-triazin-2-yl) piperazin-1-yl)-5-oxopentanoate NC1=NC=C(C(=N1)C(F)(F)F)C1=NC(=NC(=N1)N1CCOCC1)N1CCN(CC1)C(CCCC(=O)OC)=O